C(C1=CC=CC=C1)NC(CN)(C)C N2-(benzyl)-2-methyl-propane-1,2-diamine